CC1(CC2=C(SC(=C2)C(=O)OCC)C1)C(=O)OCC1=CC=CC=C1 5-benzyl 2-ethyl 5-methyl-4,6-dihydrocyclopenta[b]thiophene-2,5-dicarboxylate